dihydrobenzo[c][1,2]oxaborole-6-carboxamide B1OCC2=C1C=C(C=C2)C(=O)N